N[S@@](=O)(=NC(C1=CC=CC=C1)(C1=CC=CC=C1)C1=CC=CC=C1)C=1C=NN2C1OCC1(CC1)C2 |r| racemic-3-(S-amino-N-trityl-sulfonimidoyl)spiro[5,7-dihydropyrazolo[5,1-b][1,3]oxazine-6,1-cyclopropane]